(3R)-3-methylpyrrolidine-3-carbonitrile hydroiodide I.C[C@@]1(CNCC1)C#N